BrC1=C(C=C(C=C1)F)C#CC(CO[Si](C1=CC=CC=C1)(C1=CC=CC=C1)C(C)(C)C)(C)C ((4-(2-bromo-5-fluorophenyl)-2,2-dimethylbut-3-yn-1-yl)oxy)(tert-butyl)diphenylsilane